6-(5-((1-(2-(aminomethyl)-3,3-difluoroallyl)-5-oxo-1,5-dihydro-4H-1,2,4-triazol-4-yl)methyl)-4-fluorothiophen-2-yl)-8-methyl-3,4-dihydroquinolin-2(1H)-one NCC(CN1N=CN(C1=O)CC1=C(C=C(S1)C=1C=C2CCC(NC2=C(C1)C)=O)F)=C(F)F